C1(CC1)C=1C=C(C(=O)O)C=C(C1)C1CC1 3,5-dicyclopropylbenzoic acid